(19R)-3-ethyl-16-fluoro-10,19-dimethyl-9,20-dioxa-3,4,11,23-tetraazapentacyclo[19.3.1.02,6.08,12.013,18]pentacosa-1(24),2(6),4,8(12),10,13,15,17,21(25),22-decaen-22-amine C(C)N1C=2C3=CN=C(C(O[C@@H](C4=CC(=CC=C4C=4N=C(OC4CC2C=N1)C)F)C)=C3)N